5-methyl-2-furaldehyde oxime CC1=CC=C(O1)C=NO